NC1=NC(=C(C=2N1N=C(N2)CC2=NC=CC=C2)C2=C(N=C(O2)C)CO)C2=C(C#N)C=CC=C2 (5-amino-8-(4-(hydroxymethyl)-2-methyloxazol-5-yl)-2-(pyridin-2-ylmethyl)-[1,2,4]triazolo[1,5-c]pyrimidin-7-yl)benzonitrile